NC(C(=O)C1CC1)C1CC1 2-amino-1,2-dicyclopropylethanone